C(C)(=O)N1CCC(CC1)C1[C@H](N(CC1)C(=O)OC(C)(C)C)C1=C(C(=CC=C1)OC([2H])([2H])[2H])C tert-Butyl (2S)-3-(1-acetyl-4-piperidyl)-2-[2-methyl-3-(trideuteriomethoxy)phenyl]pyrrolidine-1-carboxylate